ClC1=CC=2N(N=C1)C(=CN2)C2=CC=CC(=N2)N[C@H]2CN(C[C@@H]2F)C(=O)OC(C)(C)C tert-butyl (3S,4S)-3-[[6-(7-chloroimidazo[1,2-b]pyridazin-3-yl)-2-pyridyl]amino]-4-fluoro-pyrrolidine-1-carboxylate